(trifluoromethyl)-1,3,4,5-tetrahydropyrido[4,3-b]indol FC(F)(F)C1NCCC=2NC=3C=CC=CC3C21